C1(CC1)C1=NN=C2N1N=C(C=C2NCC2=NC=CC=C2)NCC2=CSC=C2 3-cyclopropyl-N8-(pyridin-2-ylmethyl)-N6-(thiophen-3-ylmethyl)-[1,2,4]triazolo[4,3-b]pyridazine-6,8-diamine